ClC=1C=C(C=C(C1OC)F)N1N=NC(=C1)[C@H](O)C1=C(N=CC=2N1C=NC2)C2CC2 (R)-[1-(3-chloro-5-fluoro-4-methoxy-phenyl)-1H-[1,2,3]triazol-4-yl]-(6-cyclopropyl-imidazo[1,5-a]pyrazin-5-yl)-methanol